BrC=1C=2N(C=CC1)C=C(N2)I 8-bromo-2-iodo-imidazo[1,2-a]pyridine